2-bromo-1-(2-hydroxy-4-methoxyphenyl)ethanone BrCC(=O)C1=C(C=C(C=C1)OC)O